5-bromo-2-hydroxy-N-(4-(trifluoromethyl)phenyl)benzamide BrC=1C=CC(=C(C(=O)NC2=CC=C(C=C2)C(F)(F)F)C1)O